C1(CC1)C#C[C@@]1(NC(NC2=CC(=C(C=C12)F)CN1N=C(N=C1)OC)=O)C(C)(F)F (S)-4-(cyclopropylethynyl)-4-(1,1-difluoroethyl)-6-fluoro-7-((3-methoxy-1H-1,2,4-triazol-1-yl)methyl)-3,4-dihydroquinazolin-2(1H)-one